O=C1N(CCC(N1)=O)C=1C=CC(=NC1)CN1CCN(CC1)C1=CC=C(N=N1)C1=CC=C2CN(C(C2=C1)=O)C(C(=O)NC=1SC=CN1)C1=C(C=CC(=C1)F)O 2-(6-(6-(4-((5-(2,4-dioxotetrahydropyrimidin-1(2H)-yl)pyridin-2-yl)methyl)piperazin-1-yl)pyridazin-3-yl)-1-oxoisoindolin-2-yl)-2-(5-fluoro-2-hydroxyphenyl)-N-(thiazol-2-yl)acetamide